CC1(NC(CC(C1)OCCC(=O)O)(C)C)C 3-(2,2,6,6-tetramethyl-piperidin-4-yloxy)-propionic acid